FC1=C(C=C(C=C1)C=1C=C2C(=NC1)NC(N2C[C@@H](CC)O)=O)C |r| (R/S)-6-(4-Fluoro-3-methylphenyl)-1-(2-hydroxybutyl)-3H-imidazo[4,5-b]pyridin-2-on